(Z)-7-(5-bromo-3-(1-cyano-2-(5-cyano-2-methoxyphenyl)vinyl)-1H-indol-1-yl)-7-oxoheptylphosphonic acid BrC=1C=C2C(=CN(C2=CC1)C(CCCCCCP(O)(O)=O)=O)/C(=C/C1=C(C=CC(=C1)C#N)OC)/C#N